2-(2-phenylethenyl)-1H-benzene C1(=CC=CC=C1)C=CC1CC=CC=C1